O[C@@H](CN1CC(CC1)NC(=O)C1=CC2=C(N(C(=N2)NC=2SC3=C(N2)C=CC(=C3)OC(F)(F)F)C)C=C1)C 1-Methyl-2-(6-trifluoromethoxy-benzothiazol-2-ylamino)-1H-benzoimidazole-5-carboxylic acid [1-((R)-2-hydroxy-propyl)-pyrrolidin-3-yl]-amide